7-hydroxy-3-propyl-3,5-dihydro-pyrrolo[3,2-d]pyrimidin-4-one OC1=CNC2=C1N=CN(C2=O)CCC